2-isopropoxy-1,1-dimethylethanol C(C)(C)OCC(O)(C)C